ethyl (S)-5-(2-(2-(2-(2-(tert-butylcarbonyl)-1-methylhydrazino)ethyl)-5-fluoropyridin-3-yl)pyrrolidin-1-yl)pyrazolo[1,5-a]pyrimidine-3-carboxylate C(C)(C)(C)C(=O)NN(C)CCC1=NC=C(C=C1[C@H]1N(CCC1)C1=NC=2N(C=C1)N=CC2C(=O)OCC)F